The molecule is an N-acylglycinate that is the conjugate base of N-docosanoylglycine, obtained by deprotonation of the carboxy group; major species at pH 7.3. It is a conjugate base of a N-docosanoylglycine. CCCCCCCCCCCCCCCCCCCCCC(=O)NCC(=O)[O-]